1-(oxabutane-2-ylmethyl)-1H-benzo[d]imidazole-6-carboxylate OC(CC)CN1C=NC2=C1C=C(C=C2)C(=O)[O-]